OC1(CCCC1)C(C(=O)OC)(C)C methyl 2-(1-hydroxycyclopentyl)-2-methylpropanoate